BrC=1C(=NN(C1)C1=CC=C(C=N1)N)OC 6-(4-bromo-3-methoxy-pyrazol-1-yl)pyridin-3-amine